ethyl 3-(2-methoxymethoxy-5-fluorophenyl)-3-phenyl-acrylate COCOC1=C(C=C(C=C1)F)C(=CC(=O)OCC)C1=CC=CC=C1